((1R,2R)-7-bromo-2-hydroxy-4,4-dimethyl-1,2,3,4-tetrahydronaphthalen-1-yl)-3-(5-methyl-2-phenylpyridin-3-yl)urea BrC1=CC=C2C(C[C@H]([C@@H](C2=C1)NC(=O)NC=1C(=NC=C(C1)C)C1=CC=CC=C1)O)(C)C